[4,7'-biquinazolin]-4'-ol N1=CN=C(C2=CC=CC=C12)C1=CC=C2C(=NC=NC2=C1)O